FC(CCN1CC(C1)=CC1=CC=C(C=C1)C1=C(CCCC2=C1C=CC=C2)C=2C(=C1CCCC1=CC2)F)F 9-(4-((1-(3,3-Difluoropropyl)azetidin-3-yliden)methyl)phenyl)-8-(4-fluoro-2,3-dihydro-1H-inden-5-yl)-6,7-dihydro-5H-benzo[7]annulen